[O-2].[Mn+2].[Fe+2].[O-2] iron-manganese-oxide